3-Bromo-5-(3-chloro-4-(3-methyl-2-oxo-2,3-dihydro-1H-imidazol-1-yl)phenyl)-4-methoxy-1-methylpyridin-2(1H)-one BrC=1C(N(C=C(C1OC)C1=CC(=C(C=C1)N1C(N(C=C1)C)=O)Cl)C)=O